N-[4-amino-1-(2-trimethylsilylethoxymethyl)pyrazolo[4,3-c]pyridin-7-yl]-2-oxo-2-[rac-(2R,5S)-2-(5-methoxy-6-methyl-3-pyridyl)-5-methyl-1-piperidyl]acetamide NC1=NC=C(C2=C1C=NN2COCC[Si](C)(C)C)NC(C(N2[C@H](CC[C@@H](C2)C)C=2C=NC(=C(C2)OC)C)=O)=O |r|